O1C(=NC=C1)C=1C=C(OC2N(C[C@H]3[C@@H]2CCC3)C(=O)OC(C)(C)C)C=CC1 t-butyl (3aR,5s,6aS)-(3-(oxazol-2-yl)phenoxy)hexahydrocyclopenta[c]pyrrole-2(1H)-carboxylate